C(CCCCCCCCCCC)(=O)OCCSC#N Dodecanoic acid, 2-thiocyanatoethyl ester